FC1=CC=C2CN(C(C2=C1C1=CC=C(C=C1)C=1OC(=NN1)C)=O)C(C(F)(F)F)C(C)(C)O 6-fluoro-7-(4-(5-methyl-1,3,4-oxadiazol-2-yl)phenyl)-2-(1,1,1-trifluoro-3-hydroxy-3-methylbutan-2-yl)isoindolin-1-one